2-(6-{2-[(oxacyclohex-4-yl)amino]pyrimidin-4-yl}-1-oxo-2,3-dihydro-1H-isoindol-2-yl)acetic acid O1CCC(CC1)NC1=NC=CC(=N1)C1=CC=C2CN(C(C2=C1)=O)CC(=O)O